C(N)(=N)N1CC(CCC1)C(=O)O 1-carbamimidoyl-piperidine-3-carboxylic acid